C(C)(C)C1=CC=C(C=C1)C(C(C)(C)O)=O 1-(4-isopropylphenyl)-2-hydroxy-2-methylpropan-1-on